N-Boc-3-amino-2-benzylpropionic acid C(=O)(OC(C)(C)C)NCC(C(=O)O)CC1=CC=CC=C1